C(C)(C)(C)OC(=O)N1CC(N(CC1)CC1=CC=C(C=C1)OC)=O.O1CCC2=C1C=C(C=C2)CN2C[C@H](NCC2)C2=C(C=CC=C2)C(C)C (R)-1-((2,3-dihydrobenzofuran-6-yl)methyl)-3-(2-isopropylphenyl)piperazine tert-butyl-4-(4-methoxybenzyl)-3-oxopiperazine-1-carboxylate